1-(2-Amino-7H-pyrrolo[2,3-H]quinazolin-7-yl)-2-methylpropan-2-ol NC1=NC2=C3C(=CC=C2C=N1)N(C=C3)CC(C)(O)C